C(=C)OC(CC)=O Vinylpropionat